2(1H)naphthalenone C1C(C=CC2=CC=CC=C12)=O